6-methyl-N-(quinolin-8-yl)pyridine-2-sulfonamide CC1=CC=CC(=N1)S(=O)(=O)NC=1C=CC=C2C=CC=NC12